2,6-dibromo-4-(((tert-butyldimethylsilyl)oxy)methyl)pyridine (1R,3S)-3-(3-{[(3-methyl-1,2-oxazol-5-yl)acetyl]amino}-1H-pyrazol-5-yl)cyclopentyl-propylcarbamate CC1=NOC(=C1)CC(=O)NC1=NNC(=C1)[C@@H]1C[C@@H](CC1)N(C(O)=O)CCC.BrC1=NC(=CC(=C1)CO[Si](C)(C)C(C)(C)C)Br